COC=1C=C(C=C(C1OC)OC)N1C=NC(=C1)NC1=NC=C2C(=N1)NN=C2 N-(1-(3,4,5-trimethoxyphenyl)-1H-imidazol-4-yl)-1H-pyrazolo[3,4-d]pyrimidin-6-amine